2-((3-(3-cyclobutyl-6,7,7a,8,10,11-hexahydro-9H-pyrazino[1,2-d]pyrido[3,2-b][1,4]oxazepin-9-yl)-3-oxopropoxy)methyl)azetidin C1(CCC1)C1=CC=2OCCC3N(C2N=C1)CCN(C3)C(CCOCC3NCC3)=O